ClC1=NC(=NC(=N1)NCC)NCC 1-Chloro-3,5-Bisethylamino-2,4,6-Triazine